FC1=C(C=C(C=C1)F)[C@@]12C(OC[C@H]2C1)=O (1R,5S)-1-(2,5-difluorophenyl)-3-oxabicyclo[3.1.0]hexan-2-one